N=1C(NCC(C1)=S)=O 3,4-dihydropyrimidin-2-one(thione)